C(C)N[Sn] (ethylamino)tin